N-methyl-p-anisidine CNC1=CC=C(C=C1)OC